4-ISOPROPYL-3-METHYLPHENOL C(C)(C)C1=C(C=C(C=C1)O)C